Tert-butyl (S,E)-(((tert-butoxycarbonyl)amino)(2-(3-(4-(4-methoxyphenethyl)-3-(trifluoromethyl)phenyl)-1,2,4-oxadiazol-5-yl)pyrrolidin-1-yl)methylene)carbamate C(C)(C)(C)OC(=O)N/C(/N1[C@@H](CCC1)C1=NC(=NO1)C1=CC(=C(C=C1)CCC1=CC=C(C=C1)OC)C(F)(F)F)=N\C(OC(C)(C)C)=O